Tert-Butyl (2R,5S)-4-(5-(azetidin-1-yl)-7-(4-cyanopyridin-2-yl)-7H-pyrrolo[2,3-d]pyrimidin-4-yl)-2,5-dimethylpiperazine-1-carboxylate N1(CCC1)C1=CN(C=2N=CN=C(C21)N2C[C@H](N(C[C@@H]2C)C(=O)OC(C)(C)C)C)C2=NC=CC(=C2)C#N